tris[2-(1H-pyrazol-1-yl)-4-tert-butyl-pyridine] cobalt(III) [Co+3].N1(N=CC=C1)C1=NC=CC(=C1)C(C)(C)C.N1(N=CC=C1)C1=NC=CC(=C1)C(C)(C)C.N1(N=CC=C1)C1=NC=CC(=C1)C(C)(C)C